C1N(CC12CCOCC2)CC2=CC(=C(C=C2)C=2C=C1C(=CC=NC1=CC2)NC=2C=CC1=C(N=CS1)C2)F N-(6-(4-(7-oxa-2-azaspiro[3.5]nonan-2-ylmethyl)-2-fluorophenyl)quinolin-4-yl)benzo[d]thiazol-5-amine